BrC=1C=CC2=C(N(N=C2C1)COCC[Si](C)(C)C)C(F)(F)F 6-bromo-3-(trifluoromethyl)-2-((2-(trimethylsilyl)ethoxy)methyl)-2H-indazole